C(C=C)C(C(=C(C(=O)[O-])CC=C)C(=O)[O-])(C(=O)[O-])CC=C triallylaconitate